5-(chloromethyl)-3-(2-methylheptan-2-yl)-1,2,4-oxadiazole ClCC1=NC(=NO1)C(C)(CCCCC)C